C1(CC1)C1=C(OC=2CCC3=CN(N=C3C21)C[C@@H]2OCCOC2)C(=O)OC methyl 8-cyclopropyl-2-{[(2S)-1,4-dioxan-2-yl]methyl}-4,5-dihydro-2H-furo[2,3-g]indazole-7-carboxylate